C1(CCC1)N1N=CC(=C1)C=1C=C(C=CC1)N(C(=O)[C@@H]1CC[C@H](CC1)O)C[C@@H]1CC[C@H](CC1)C1=NC(=C(C=C1)OC)C trans-N-(3-(1-cyclobutyl-1H-pyrazol-4-yl)phenyl)-4-hydroxy-N-((trans-4-(5-methoxy-6-methylpyridin-2-yl)cyclohexyl)methyl)cyclohexanecarboxamide